7-(6-(((1s,2s,3r,5r)-2-fluoro-8-azabicyclo[3.2.1]oct-3-yl)oxy)pyridazin-3-yl)-6-hydroxy-2-methylisoquinolin-1(2H)-one F[C@H]1[C@@H]2CC[C@H](C[C@H]1OC1=CC=C(N=N1)C1=C(C=C3C=CN(C(C3=C1)=O)C)O)N2